C[C@H]1C([C@H]1C)C(=O)O (1r,2R,3S)-2,3-dimethylcyclopropane-1-carboxylic acid